C(N)(OC(C)C1=C(N=C(O1)C1=CC(=C(C=C1)OC(F)F)OCC1CC1)CN)=O (1-(4-(aminomethyl)-2-(3-(cyclopropylmethoxy)-4-(difluoromethoxy) phenyl) oxazol-5-yl) ethyl) carbamate